8-((2S,SR)-2,5-Dimethyl-4-(7-(trifluoromethyl)chinolin-4-yl)piperazin-1-yl)-5-methyl-6-oxo-5,6-dihydro-1,5-naphthyridin-2-carbonitril C[C@@H]1N(C[C@@H](N(C1)C1=CC=NC2=CC(=CC=C12)C(F)(F)F)C)C1=CC(N(C=2C=CC(=NC12)C#N)C)=O |&1:4|